CN(C(C)=O)CC1=CC=C(C(=O)NCCN(C(C2=CC=CC=C2)=O)CCNC(OCC2=CC=CC=C2)=O)C=C1 Benzyl (2-(N-(2-(4-((N-methylacetamido)methyl)benzamido)ethyl)benzamido)ethyl)carbamate